S(=O)(=O)(O)C(C(=O)O)CC(=O)O.C(C)C(C[Na])CCCC 2-ethyl-hexyl-sodium sulfosuccinate